(((4R,6S)-9-(5-(2-hydroxypropan-2-yl)pyrazin-2-yl)-4-methyl-8-oxo-7-oxa-9-azadispiro[2.2.46.23]dodecane-4-yl)methyl)-1H-benzo[d]imidazole-6-carbonitrile OC(C)(C)C=1N=CC(=NC1)N1C(O[C@@]2(C[C@@](C3(CC3)CC2)(C)CN2C=NC3=C2C=C(C=C3)C#N)C1)=O